C(C)(C)(C)C1=CC(=C(C=C1)O)C(C([2H])([2H])[2H])(C([2H])([2H])[2H])C([2H])([2H])[2H] 4-(tert-butyl)-2-(2-(methyl-d3)propan-2-yl-1,1,1,3,3,3-d6)phenol